7-bromo-5-[4-[2-(4-chlorophenyl)ethyl]piperazin-1-yl]sulfonyl-1-cyclopropyl-benzimidazole BrC1=CC(=CC2=C1N(C=N2)C2CC2)S(=O)(=O)N2CCN(CC2)CCC2=CC=C(C=C2)Cl